2-chloro-4-((4-(1-cyclobutyl-4-(trifluoromethyl)-1H-imidazol-2-yl)benzyl)oxy)-5-methoxypyrimidine ClC1=NC=C(C(=N1)OCC1=CC=C(C=C1)C=1N(C=C(N1)C(F)(F)F)C1CCC1)OC